C1(=CC=CC=C1)[NH+]1CN(C(C1(C)C)(C)C)C1=CC=CC=C1 1,3-diphenyl-4,4,5,5-tetramethylimidazolinium